N1N=CC(=C1)C1=CC=C(C=C1)NC1=NC(=NC=C1)C1=CC=C2C=C(N(C2=C1)C)C(=O)N1CC(CC1)(F)F (6-(4-((4-(1H-pyrazol-4-yl)phenyl)amino)pyrimidin-2-yl)-1-methyl-1H-indol-2-yl)(3,3-difluoropyrrolidin-1-yl)methanone